N-Formylvalin C(=O)N[C@@H](C(C)C)C(=O)O